Cl.N[C@@H](CCC(=O)OCC1=CC=CC=C1)C(=O)OCC1=CC=CC=C1 Dibenzyl L-Glutamate Hydrochloride